CO[Si]1(N(CCC1)CC(=O)OCC)OC 2,2-dimethoxy-1-(ethoxycarbonyl)methyl-1-aza-2-Silacyclopentane